2-methyl-4-chloro-benzenesulfonyl chloride CC1=C(C=CC(=C1)Cl)S(=O)(=O)Cl